NC([C@H](CCC(=O)OC(C)(C)C)N1C(C2=CC=CC(=C2C1)OCCOCCOCCOCCO)=O)=O tert-butyl (S)-5-amino-4-(4-(2-(2-(2-(2-hydroxyethoxy)ethoxy)ethoxy)ethoxy)-1-oxoisoindolin-2-yl)-5-oxopentanoate